4-(ethoxycarbonyl)-6,6-dimethyl-2-oxo-1,2,5,6-tetrahydropyridine-3-yl trifluoromethanesulfonate FC(S(=O)(=O)OC=1C(NC(CC1C(=O)OCC)(C)C)=O)(F)F